4-methyl-7-ethoxycarbonyl-aminocoumarin CC1=C(C(OC2=CC(=CC=C12)C(=O)OCC)=O)N